C(C)(C)(C)C=1C=C(C=CC1)C(CO)NC(=O)C=1N=CN(C1)C1=NC(=NC=C1C)NC1CCOCC1 N-(1-(3-(tert-butyl)phenyl)-2-hydroxyethyl)-1-(5-methyl-2-((tetrahydro-2H-pyran-4-yl)amino)-pyrimidin-4-yl)-1H-imidazole-4-carboxamide